3-bromo-6-(tetrahydro-2H-pyran-2-yl)-6H-thieno[2,3-e]indazole-2-carboxylic acid BrC1=C(SC2=C3C=NN(C3=CC=C21)C2OCCCC2)C(=O)O